N[C@@H]1[C@@H](OCC12CCN(CC2)C=2N=C(C(=NC2CO)SC2=CC=NC1=C2OCC2N1C(NC2)=O)C)C (7s)-4-((5-((3S,4S)-4-amino-3-methyl-2-oxa-8-azaspiro[4.5]decan-8-yl)-6-(hydroxymethyl)-3-methylpyrazin-2-yl)thio)-6,6a,7,8-tetrahydro-9H-imidazo[1,5-d]pyrido[3,2-b][1,4]oxazin-9-one